7-chloro-3-ethyl-4-((trimethylsilyl)ethynyl)-1H-indazole ClC=1C=CC(=C2C(=NNC12)CC)C#C[Si](C)(C)C